NC=1C2=C(N(C(N1)=O)[C@H](C)C1COC1)N=C(C=C2)C2CC2 4-amino-7-cyclopropyl-1-[(1R)-1-[(3R)-oxetan-3-yl]ethyl]pyrido[2,3-d]pyrimidin-2-one